bis(3-methyl-4-hydroxyphenyl)phenyl-methane CC=1C=C(C=CC1O)C(C1=CC=CC=C1)C1=CC(=C(C=C1)O)C